C(C)N(CC)S(F)(F)F N-ethyl-N-(trifluoro-λ4-sulfanyl)ethanamine